C(C)C1(C(NC1=O)=O)CC 3,3-Diethylazetidine-2,4-dione